C(CCC)[Sn](C1=CN=CS1)(CCCC)CCCC 5-(tributylstannyl)-1,3-thiazole